FC=1C=2N(C=C(C1OC)NC(=O)C=1N=CC(=C3C1NN=C3)N3CCNCC3)C=C(N2)C N-(8-fluoro-7-methoxy-2-methyl-imidazo[1,2-a]pyridin-6-yl)-4-piperazin-1-yl-1H-pyrazolo[3,4-c]pyridine-7-carboxamide